2-amino-6-oxo-1,6-dihydro-9H-purine NC=1NC(C=2N=CNC2N1)=O